FC=1C(=C2C(=C(/C(/C2=CC1)=C/C1=CC=C(C=C1)OC1=CC=C(C=C1)F)C)CC(=O)O)C 2-[(1Z)-5-fluoro-1-{[4-(4-fluorophenoxy)phenyl]methylene}-2,4-dimethyl-1H-inden-3-yl]acetic acid